CCCCCCCCCC=CC=CC=CC=CC=CC=C(C(=O)O)O hydroxydocosahexaenoic acid